NC=1C=C(C(=C(C1)[C@@H](C)NC1=NC(=NC2=C3C(=C(C=C12)N1CCOCC1)CCC3)C)F)C |r| (R/S)-N-(1-(5-amino-2-fluoro-3-methylphenyl)ethyl)-2-methyl-6-morpholino-8,9-dihydro-7H-cyclopenta[h]quinazolin-4-amine